ClC1=C(N=C(NC1=O)C1=CC=NC=C1)C1CCN(CC1)C(C1=CC(=CC=C1)C)=O 5-chloro-4-[1-(3-methylbenzoyl)-4-piperidinyl]-2-(4-pyridinyl)-1H-pyrimidin-6-one